The molecule is a carboxamidine heterocycle obtained by formal condensation of (2S)-2,4-diaminobutanoic acid with acetic acid. It has a role as an osmolyte. It is a carboxamidine, a member of 1,4,5,6-tetrahydropyrimidines and a monocarboxylic acid. It is a conjugate acid of an ectoinate. It is a tautomer of an ectoine zwitterion. CC1=NCC[C@H](N1)C(=O)O